C1=CC=CC=2C3=CC=CC=C3C(C12)COC(NCCOCCOCCOCCOCCC)=O 1-(9H-fluoren-9-yl)-3-oxo-2,7,10,13,16-pentaoxa-4-azanonadecane